[Si](C)(C)(C(C)(C)C)OC1CCC(CC12CCCC2)=O 10-[(tert-butyldimethylsilyl)oxy]spiro[4.5]decan-7-one